ClCCCC1S(N(C2=C(O1)C=CC=C2)C=2C=NC1=CC=CC=C1C2)(=O)=O 3-(3-chloropropyl)-1-(quinolin-3-yl)-1H-4,2,1-benzooxathiazine 2,2-dioxide